Aluminum mono-acetylacetone C(C)(=O)CC(C)=O.[Al]